C1(CCCC1)C1=C(C=NC=2N1N=CC2)NC(=O)NC=2C=NC(=C(C2)C)C2=NOC(=N2)CCCCCCN2CCN(CC2)C=2C=C1CN(C(C1=CC2)=O)C2C(NC(CC2)=O)=O 1-(7-cyclopentylpyrazolo[1,5-a]pyrimidin-6-yl)-3-[6-[5-[6-[4-[2-(2,6-dioxo-3-piperidyl)-1-oxo-isoindolin-5-yl]piperazin-1-yl]hexyl]-1,2,4-oxadiazol-3-yl]-5-methyl-3-pyridyl]urea